FC1(CC1)C1=NSC(=N1)C(=O)OCC ethyl 3-(1-fluorocyclopropyl)-1,2,4-thiadiazole-5-carboxylate